Cl.N[C@@H]1CC[C@H](CC1)N(C1CC=2C=CC(=CC2CC1)N1C(N=C(C=C1)NC(=O)N1CCNCC1)=O)CC N-(1-(6-(((Trans)-4-Aminocyclohexyl)(Ethyl)Amino)-5,6,7,8-Tetrahydronaphthalen-2-Yl)-2-Oxo-1,2-Dihydropyrimidin-4-Yl)Piperazine-1-Carboxamide Hydrochloride Salt